7-fluoro-2-methyl-5-[2-(oxan-2-yl)pyrazolo[4,3-d][1,3]thiazol-5-yl]indazole FC1=CC(=CC2=CN(N=C12)C)C=1SC=2C(N1)=CN(N2)C2OCCCC2